3-oxo-4-(tetrahydrofuran-3-yl)piperazin O=C1CNCCN1C1COCC1